tert-butyl (R)-4-(7-bromo-6-chloro-8-cyclopropoxy-2-((1-methylpyrrolidin-3-yl)oxy)quinazolin-4-yl)piperazin-1-carboxylate BrC1=C(C=C2C(=NC(=NC2=C1OC1CC1)O[C@H]1CN(CC1)C)N1CCN(CC1)C(=O)OC(C)(C)C)Cl